4,11-dimethyl-pentadecanoic acid CC(CCC(=O)O)CCCCCCC(CCCC)C